1,3,4,9-tetrahydro-2H-pyrido[3,4-b]indole-2-carboxylic acid tert-butyl ester C(C)(C)(C)OC(=O)N1CC=2NC3=CC=CC=C3C2CC1